1-[3-[tert-butyl(diphenyl)silyl]oxy-6-bicyclo[3.1.0]hexanyl]-3-[2-(trifluoromethyl)pyrimidin-4-yl]propane-1,3-dione [Si](C1=CC=CC=C1)(C1=CC=CC=C1)(C(C)(C)C)OC1CC2C(C2C1)C(CC(=O)C1=NC(=NC=C1)C(F)(F)F)=O